C(C)S(=O)(=O)C[C@@H]1[C@H](N(C1)C=1N=NC(=C2C1C=NC(=C2)NC2=NC(=NC=C2)N2C[C@@H]([C@@H](CC2)OC)F)C(C)C)C N-{4-[(2R,3S)-3-[(ethanesulfonyl)meth-yl]-2-methylazetidin-1-yl]-1-(propan-2-yl)pyrido[3,4-d]pyridazin-7-yl}-2-[(3S,4R)-3-fluoro-4-methoxypiperidin-1-yl]pyrimidin-4-amine